COC1C(N(S(C1)(=O)=O)C=1C=NN2C1CN([C@H](C2)C)C(=O)NC2=CC(=C(C(=C2)F)F)F)C (6S)-3-(4-methoxy-3-methyl-1,1-dioxo-1,2-thiazolidin-2-yl)-6-methyl-N-(3,4,5-trifluorophenyl)-6,7-dihydro-4H-pyrazolo[1,5-a]pyrazine-5-carboxamide